2-(4-chlorophenyl)-N-(1,1-dioxidobenzo[b]thiophen-6-yl)acetamide ClC1=CC=C(C=C1)CC(=O)NC=1C=CC2=C(S(C=C2)(=O)=O)C1